C12CN(CC(CC1)N2)C=O (3,8-diazabicyclo[3.2.1]octan-3-yl)methanone